3-(1,2,3,5,6,7-hexahydro-s-indacen-4-yl)-1-[(1-methyl-1H-1,2,4-triazol-3-yl)(oxan-4-yl)sulfamoyl]urea sodium salt [Na].C1CCC2=C(C=3CCCC3C=C12)NC(NS(N(C1CCOCC1)C1=NN(C=N1)C)(=O)=O)=O